1-(3-methyl-4-phenoxyphenyl)-3-pyridin-2-yl-urea CC=1C=C(C=CC1OC1=CC=CC=C1)NC(=O)NC1=NC=CC=C1